ClC1=C(NC(=C1Cl)C)C(=O)NC1=C(C=C(C=C1)N1N=NNC1=O)N1C[C@H](CC1)NC(OC(C)(C)C)=O (S)-tert-butyl (1-(2-(3,4-dichloro-5-methyl-1H-pyrrole-2-carboxamido)-5-(5-oxo-4,5-dihydro-1H-tetrazol-1-yl)phenyl)pyrrolidin-3-yl)carbamate